F[C@@H]1CN(C[C@H]1N1C(NC=2C1=NC=CC2)=O)C(=O)OC(C)(C)C tert-Butyl (3R,4R)-3-fluoro-4-(2-oxo-1,2-dihydro-3H-imidazo[4,5-b]pyridin-3-yl)pyrrolidine-1-carboxylate